CCN1C(=O)N(C)C=2N=CNC2C1=O methyltheophylline